BrC1=C(C=CC(=C1)F)C1=C(C=C(C=C1)OC)OC 1-(2-bromo-4-fluoro-phenyl)-2,4-dimethoxy-benzene